ClC=1C(=NC(=NC1)N[C@@H]1C[C@H]2CO[C@@H]([C@H]1O)O2)C=2C=C(C1=C(N(C(=N1)C1CC(C1)(F)F)C(C)C)C2)F (1S,3R,4S,5R)-3-((5-chloro-4-(2-(3,3-difluorocyclobutyl)-4-fluoro-1-isopropyl-1H-benzo[d]imidazol-6-yl)pyrimidin-2-yl)amino)-6,8-dioxabicyclo[3.2.1]octan-4-ol